[Cl-].C(CCCCCCCCCCC)[N+](C=CC)(C)C dodecyl-dimethyl-propenyl-ammonium chloride